3-((4-(4-(2-(2-(5-((5-chloro-4-(piperidin-1-yl)pyrimidin-2-yl)amino)pyridin-3-yl)-1-oxo-2,8-diazaspiro[4.5]decan-8-yl)-2-oxoethyl)piperidin-1-yl)phenyl)amino)piperidine-2,6-dione ClC=1C(=NC(=NC1)NC=1C=C(C=NC1)N1C(C2(CC1)CCN(CC2)C(CC2CCN(CC2)C2=CC=C(C=C2)NC2C(NC(CC2)=O)=O)=O)=O)N2CCCCC2